C(C)(C)(CC)C=1C(=C(C=C(C1)C(C)(C)CC)N1N=C2C(=N1)C=CC=C2)O 2-(3,5-di-t-amyl-2'-hydroxyphenyl)benzotriazole